3,9,12,18-tetraoxa-6,15-dithiaeicosa-1,19-diene C=COCCSCCOCCOCCSCCOC=C